NC1=NC=CC(=N1)OC1=C(C=C(C=C1)N1C(N(CC1=O)C=1C=C(C#N)C=CC1)=O)CC 3-(3-{4-[(2-amino-4-pyrimidinyl)oxy]-3-ethylphenyl}-2,4-dioxo-1-imidazolidinyl)benzonitrile